D-p-hydroxyphthalic anhydride OC=1C=C2C(C(=O)OC2=O)=CC1